(2,3-difluorobenzyl)-N-(2-(5-fluoro-1H-indol-3-yl)ethyl)isoxazole-3-carboxamide FC1=C(CC=2C(=NOC2)C(=O)NCCC2=CNC3=CC=C(C=C23)F)C=CC=C1F